3-(4-Aminophenethyl)-2-(1-(4-bromophenyl)-3-(4-fluorophenyl)-1H-pyrazol-4-yl)-5-ethyloxazole NC1=CC=C(CCN2C(OC(=C2)CC)C=2C(=NN(C2)C2=CC=C(C=C2)Br)C2=CC=C(C=C2)F)C=C1